Tert-butyl-(R)-2-((6-chloro-2,4-dioxo-3,4-dihydropyrimidin-1(2H)-yl)methyl)morpholine C(C)(C)(C)N1C[C@@H](OCC1)CN1C(NC(C=C1Cl)=O)=O